3-[2-(2-Methoxyphenyl)ethynyl]azetidine COC1=C(C=CC=C1)C#CC1CNC1